ethyl 2-(1-isopropyl-4-oxo-7-(trifluoromethyl)-1,4-dihydrocinnolin-3-yl)acetate C(C)(C)N1N=C(C(C2=CC=C(C=C12)C(F)(F)F)=O)CC(=O)OCC